NCC1=NC(=NC=C1)N(CC1=CC=C(C=C1)OC)CC1=CC=C(C=C1)OC 4-(aminomethyl)-N,N-bis(4-methoxybenzyl)pyrimidin-2-amine